3-(1-((2r,5s)-2,5-diethyl-4-(4-methyl-5-oxo-4,5-dihydro-2H-pyrazolo[4,3-b]pyridin-7-yl)piperazin-1-yl)ethyl)-1-ethyl-1H-pyrazole-4-carbonitrile C(C)[C@H]1N(C[C@@H](N(C1)C=1C=2C(N(C(C1)=O)C)=CNN2)CC)C(C)C2=NN(C=C2C#N)CC